ClC1=CC(=CC(=N1)N1CCN(CC1)S(=O)(=O)C1=CC2=C(N3C(CO2)C(CC3=O)NC(OC(C)(C)C)=O)C=C1)C(F)(F)[C@H]1OCCOC1 tert-Butyl N-[7-[4-[6-chloro-4-[[(2S)-1,4-dioxan-2-yl]-difluoro-methyl]-2-pyridyl]piperazin-1-yl]sulfonyl-1-oxo-2,3,3a,4-tetrahydropyrrolo[2,1-c][1,4]benzoxazin-3-yl]carbamate